3-(3-((ethylamino)methyl)phenoxy)-N-methyl-3-(thiophen-2-yl)propan-1-amine C(C)NCC=1C=C(OC(CCNC)C=2SC=CC2)C=CC1